2-amino-3-bromo-6-fluoro-N,5-dimethyl-benzamide NC1=C(C(=O)NC)C(=C(C=C1Br)C)F